(S)-2-(6-Chloro-4-((3-methylpyrrolidin-1-yl)methyl)pyridin-2-yl)-6-(3-((4-methyl-4H-1,2,4-triazol-3-yl)methyl)oxetan-3-yl)isoindolin-1-one ClC1=CC(=CC(=N1)N1C(C2=CC(=CC=C2C1)C1(COC1)CC1=NN=CN1C)=O)CN1C[C@H](CC1)C